C1CC(=O)N(C1=O)OC(=O)C2=CC3=C(C=C(C=C3)O)OC2=O 7-hydroxycoumarin-3-carboxylic acid N-succinimidyl ester